2-(4-chlorophenyl)-3-(methylthio)-4-(trifluoromethyl)thiophene ClC1=CC=C(C=C1)C=1SC=C(C1SC)C(F)(F)F